CN1N(CCC1)C(=O)O[C@H]1C[C@H](CC1)C=1NN=C(C1)NC(=O)C1CC2=C(C=C(C(=C2C1)C=O)OCC1=CC=CC=C1)OC (1R,3S)-3-{5-[5-(benzyloxy)-4-formyl-7-methoxy-2,3-dihydro-1H-indene-2-amido]-2H-pyrazol-3-yl}cyclopentyl 2-methylpyrazolidine-1-carboxylate